N1CC=CC=C1 o-dihydropyridine